C1(=CC=C(C=C1)N(C1=CC=C(C=C1)C1=CC2=C(OC3=C2C(=CC=C3)C3=NC(=NC(=N3)C3=CC=CC=C3)C3=CC=CC=C3)C=C1)C1=CC=3C(C2=CC=CC=C2C3C=C1)(C)C)C1=CC=CC=C1 biphenyl-4-yl-(9,9-dimethyl-9H-fluoren-2-yl)-{4-[9-(4,6-diphenyl-[1,3,5]triazin-2-yl)-dibenzofuran-2-yl]-phenyl}-amine